3-(4-(Hex-5-yn-1-yloxy)phenyl)-1-(2-hydroxy-4-methylphenyl)prop-2-en-1-one C(CCCC#C)OC1=CC=C(C=C1)C=CC(=O)C1=C(C=C(C=C1)C)O